6-(4-((4-(1H-pyrazol-4-yl)phenyl)amino)pyrimidin-2-yl)-1-methyl-1H-indole N1N=CC(=C1)C1=CC=C(C=C1)NC1=NC(=NC=C1)C1=CC=C2C=CN(C2=C1)C